6-((4-Bromobenzyl)thio)-9H-purin BrC1=CC=C(CSC2=C3N=CNC3=NC=N2)C=C1